anti-tetrabromobisphenol A BrC1=C(C(=C(C(=C1O)Br)Br)C(C)(C)C1=CC=C(C=C1)O)Br